S1C=CC2=C1C1CC(CN1C2=O)=O 8,8a-dihydro-4H-thieno[2,3-a]pyrrolizine-4,7(6H)-dione